N-[2-methyl-4-(4-piperidylsulfonyl)phenyl]-4-(1-methylpyrazol-4-yl)-5-(trifluoromethyl)pyrimidin-2-amine CC1=C(C=CC(=C1)S(=O)(=O)C1CCNCC1)NC1=NC=C(C(=N1)C=1C=NN(C1)C)C(F)(F)F